C(C1=CC=CC=C1)(=O)N1C(N(C=CC1=O)[C@H]1[C@@H]([C@@H]([C@H](O1)C=O)O[Si](C)(C)C(C)(C)C)SCC)=O (2S,3R,4R,5R)-5-(3-benzoyl-2,4-dioxo-3,4-dihydropyrimidin-1(2H)-yl)-3-((tert-butyldimethylsilyl)oxy)-4-(ethylthio)tetrahydrofuran-2-carbaldehyde